C1=CC=CC=2C3=CC=CC=C3C(C12)COC(=O)ON1C(CCC1=O)=O 1-({[(9H-fluoren-9-yl)meth-oxy]carbonyl}oxy)pyrrolidine-2,5-dione